[Na+].[Na+].BrC=1C=C2C(=CN(C2=CC1)C(CCCCP([O-])([O-])=O)=O)/C(=C/C1=C(C=CC(=C1)C#N)OC)/C#N (Z)-5-(5-bromo-3-(1-cyano-2-(5-cyano-2-methoxyphenyl)vinyl)-1H-indol-1-yl)-5-oxopentylphosphonic acid disodium salt